OCC1=NC2=CC(=NC(=C2C=C1)NC1C[C@H]2CC[C@@H](C1)N2C(=O)OC(C)(C)C)NC2=NNC(=C2)C tert-butyl (1R,3s,5S)-3-((2-(hydroxymethyl)-7-((5-methyl-1H-pyrazol-3-yl)amino)-1,6-naphthyridin-5-yl)amino)-8-azabicyclo[3.2.1]octane-8-carboxylate